5'-hydroxy-1-methyl-[3,3'-bipyridin]-6(1H)-one OC=1C=C(C=NC1)C1=CN(C(C=C1)=O)C